1-(tert-butyl)-3-(3-((tert-butyldiphenylsilyl)oxy)-1-methylcyclopentyl)-1H-pyrazol-5-amine C(C)(C)(C)N1N=C(C=C1N)C1(CC(CC1)O[Si](C1=CC=CC=C1)(C1=CC=CC=C1)C(C)(C)C)C